ferric pyrophosphate sodium carbon [C+4].[Na+].[O-]P([O-])(=O)OP(=O)([O-])[O-].[Fe+3].[O-]P([O-])(=O)OP(=O)([O-])[O-]